BrC=1C=C(C=CC1OC1CC2(CN(C2)CCC2CCNCC2)C1)C(C)(C)O 2-[3-bromo-4-[[2-[2-(4-piperidyl)ethyl]-2-azaspiro[3.3]heptan-6-yl]oxy]phenyl]propan-2-ol